3,2-Dioxathiane S1OOCCC1